O1CCN(CC1)C(C[C@H](C(N[C@H](CCCC1=CC=CC=C1)B1OC(C(O1)(C)C)(C)C)=O)NC(=O)C1=NC=CN=C1)=O N-((R)-4-morpholino-1,4-dioxo-1-(((S)-4-phenyl-1-(4,4,5,5-tetramethyl-1,3,2-dioxaborolan-2-yl)butyl)amino)butan-2-yl)pyrazine-2-carboxamide